((3R,6S)-6-(((2-methoxyethyl)sulfonylamino)methyl)tetrahydro-2H-pyran-3-yl)carbamic acid tert-butyl ester C(C)(C)(C)OC(N[C@H]1CO[C@@H](CC1)CNS(=O)(=O)CCOC)=O